N-[4-[(6,7-dimethoxy-1,5-naphthyridin-4-yl)oxy]-3-fluorophenyl]-5-(furan-3-yl)-4-hydroxy-6-methylpyridine-3-carboxamide COC=1N=C2C(=CC=NC2=CC1OC)OC1=C(C=C(C=C1)NC(=O)C=1C=NC(=C(C1O)C1=COC=C1)C)F